C(C(C)(C)C)(=O)OC(CCCCCCCCCCC)CCCCCCCC octyl-dodecyl neopentanoate